3-(1-Methyl-7-((1-(1-methyl-4-oxo-1,4-dihydropyrrolo[1,2-b]pyridazine-3-carbonyl)piperidin-4-yl)oxy)-1H-indazol-3-yl)piperidine-2,6-dione CN1N=C(C2=CC=CC(=C12)OC1CCN(CC1)C(=O)C=1C(C=2N(N(C1)C)C=CC2)=O)C2C(NC(CC2)=O)=O